undecanoic acid 1,1-diphenylmethyl ester C1(=CC=CC=C1)C(C1=CC=CC=C1)OC(CCCCCCCCCC)=O